C(CCCCCCCCCC)C(C(=O)O)=C.C(C=C)(=O)OCCCCCCCCCCC undecyl acrylate (undecyl acrylate)